methyl (1-(5-(hydroxymethyl)-2-methoxybenzyl)-7-((spiro[2.3]hexan-5-ylmethyl)amino)-1H-pyrazolo[4,3-d]pyrimidin-5-yl)carbamate OCC=1C=CC(=C(CN2N=CC=3N=C(N=C(C32)NCC3CC2(CC2)C3)NC(OC)=O)C1)OC